FC=1C=C(C=CC1)N(C(CN(CC=1NC(C2=C(N1)C(=CS2)C)=O)C)=O)C N-(3-fluorophenyl)-N-methyl-2-(methyl((7-methyl-4-oxo-3,4-dihydrothieno[3,2-d]pyrimidin-2-yl)methyl)amino)acetamide